C(CCC)NC1=NC(=NC=N1)NC1CC1 butylamino-6-cyclopropylamino-s-triazine